BrC=1C=C2C(=NC1)N=C(N2CC2=CC=C(C=C2)OC)N[C@@H]2C[C@H](CC2)NC2=CC=C(C=N2)N2C(C=CC(=C2)C=2C=NC(=NC2)C)=O 6'-(((1S,3S)-3-((6-bromo-1-(4-methoxybenzyl)-1H-imidazo[4,5-b]pyridin-2-yl)amino)cyclopentyl)amino)-5-(2-methylpyrimidin-5-yl)-2H-[1,3'-bipyridin]-2-one